C1(CC1)C1=CC(=NN1)NC1=NC(=NC=C1)N1CC(CC1)CNC([O-])=O ((1-(4-((5-cyclopropyl-1H-pyrazol-3-yl)amino)pyrimidin-2-yl)pyrrolidin-3-yl)methyl)carbamate